SC(C(=O)NC1=CC=CC=C1)CC1=CC=CC=C1 2-mercapto-N,3-diphenylpropionamide